FC=1C=C(C=CC1)C=1C=CC2=C(C(C(O2)(C)C)NC(O[C@@H]2CN3CCC2CC3)=O)C1 (S)-quinuclidin-3-yl (5-(3-fluorophenyl)-2,2-dimethyl-2,3-dihydrobenzofuran-3-yl)carbamate